C(#N)B1C(C(=CC(=C1)C#N)C#N)C#N 1,2,3,5-tetracyano-2H-borinine